N-methylethan-1-amine monosuccinate C(CCC(=O)O)(=O)O.CNCC